2-(3,8-diazabicyclo[3.2.1]octan-8-yl)-4-bromo-N-cyclopentylbenzo[d]thiazole-6-carboxamide C12CNCC(CC1)N2C=2SC1=C(N2)C(=CC(=C1)C(=O)NC1CCCC1)Br